S1C2=C(C(=C1)NC1=NC(=CC=C1)CC)C=CC=C2 benzo[b]thiophen-3-yl-6-ethyl-pyridin-2-ylamine